C(C)(C)(C)OC(=O)N1C[C@H]([C@@](CC1)(C)O)F.C[Si](C)(C)C#CC=1C=C2CCNC2=CC1 |r| 5-trimethylsilylethynyl-indoline Rac-tert-butyl-(3R,4S)-3-fluoro-4-hydroxy-4-methylpiperidine-1-carboxylate